tri(o-methoxyphenyl)phosphorus COC1=C(C=CC=C1)P(C1=C(C=CC=C1)OC)C1=C(C=CC=C1)OC